3-[3-fluoro-4-(1,2,4-triazol-1-ylmethyl)phenyl]-5-(trifluoromethyl)-1,2,4-oxadiazole FC=1C=C(C=CC1CN1N=CN=C1)C1=NOC(=N1)C(F)(F)F